O[C@H]1[C@@H]([C@H](C(C1)=O)CCSCCCC(=O)OC)\C=C\[C@H](CC1=CC(=CC=C1)COC)O methyl 4-[2-[(1R,2R,3R)-3-hydroxy-2-[(E,3S)-3-hydroxy-4-[3-(methoxymethyl)phenyl]but-1-enyl]-5-oxocyclopentyl]ethylsulfanyl]butanoate